di(phenanthren-9-yl)-N,N'-di(phenyl)benzidine C1=CC=CC=2C3=CC=CC=C3C(=CC12)N(C1=CC=C(C2=CC=C(N(C3=CC=CC=C3)C=3C4=CC=CC=C4C=4C=CC=CC4C3)C=C2)C=C1)C1=CC=CC=C1